(R,E)-3-((5-(bicyclo[1.1.1]pentan-1-yl)-3-butyl-2-methyl-7-(methylthio)-1,1-dioxido-2,3,4,5-tetrahydrobenzo[f][1,2,5]thiadiazepin-8-yl)oxy)acrylic acid C12(CC(C1)C2)N2C[C@H](N(S(C1=C2C=C(C(=C1)O/C=C/C(=O)O)SC)(=O)=O)C)CCCC